C(C=C)(=O)N1CCN(CC1)C(CC)C1=CC=C(C=C1)[C@H](C)NC1=NC=C2C=CC(N(C2=C1)CC)=O 7-((S)-1-{4-[1-(4-propenoyl-piperazin-1-yl)-propyl]-phenyl}-ethylamino)-1-ethyl-1H-[1,6]naphthyridin-2-one